CC1=CC=C(C=C1)[C@@H]1CC[C@H](CC1)C(=O)NC1=CC(=C(C=C1)O)S(=O)(=O)C Trans-4-(4-methylphenyl)-N-(4-hydroxy-3-(methylsulfonyl)phenyl)cyclohexane-1-carboxamide